Methyl 1-(methyl-d3)-3-(4,4,5,5-tetramethyl-1,3,2-dioxaborolan-2-yl)-1H-pyrazole-5-carboxylate C(N1N=C(C=C1C(=O)OC)B1OC(C(O1)(C)C)(C)C)([2H])([2H])[2H]